C1NCCC2=CC=C(C=C12)NC=1C=CC(NC1)=O 5-((1,2,3,4-Tetrahydroisoquinolin-7-yl)amino)pyridin-2(1H)-one